(1R,3R,4R)-5,5-difluoro-2-(4-methoxy-1H-indole-2-carbonyl)-N-((S,Z)-1-(2-oxodihydrofuran-3(2H)-ylidene)-3-((R)-2-oxopyrrolidin-3-yl)propan-2-yl)-2-azabicyclo[2.2.2]octane-3-carboxamide FC1([C@H]2[C@@H](N([C@@H](C1)CC2)C(=O)C=2NC1=CC=CC(=C1C2)OC)C(=O)N[C@H](\C=C\2/C(OCC2)=O)C[C@@H]2C(NCC2)=O)F